N(=[N+]=[N-])[C@H]1[C@H](OC2=C(C=C(C=C2)[N+](=O)[O-])F)O[C@@H]([C@@H]([C@@H]1O)O)CO 2-Fluoro-4-nitrophenyl 2-azido-2-deoxy-β-D-galactopyranoside